Br.BrCCCN1CCCC1 1-(3-bromopropyl)pyrrolidine hydrobromide